COC1=C(C=C2C(=NC=NC2=C1)NC1=CC=CC2=CC=CC=C12)C1CN(C1)C(C=C)=O 1-(3-(7-methoxy-4-(naphthalen-1-ylamino)quinazolin-6-yl)azetidin-1-yl)prop-2-en-1-one